p-toluyl isobutyrate C(C(C)C)(=O)OC1=CC=C(C=C1)C